NCCOCCNC(C1=C(C=C(C=C1)NC=1C=2N(C=CN1)C(=CN2)C=2C(=NN(C2)CCN(C)C)C(F)(F)F)CC)=O N-[2-(2-aminoethoxy)ethyl]-4-[[3-[1-[2-(dimethylamino)ethyl]-3-(trifluoromethyl)pyrazol-4-yl]imidazo[1,2-a]pyrazin-8-yl]amino]-2-ethylbenzamide